O1N=CC(=C1)NC(=O)C=1N=CN(C(C1)=O)C N-(isoxazol-4-yl)-1-methyl-6-oxo-1,6-dihydropyrimidine-4-carboxamide